COC1=CC=C(CNC2=NC=CC(=C2)NCCOC)C=C1 2-((4-methoxybenzyl)amino)-4-((2-methoxyethyl)amino)pyridin